1,3,5-tris[[4-(1,1-dimethylethyl)-3-hydroxy-2,6-dimethylphenyl]methyl]-1,3,4-triazine CC(C)(C)C1=C(C(=C(C(=C1)C)CN1CN(NC(=C1)CC1=C(C(=C(C=C1C)C(C)(C)C)O)C)CC1=C(C(=C(C=C1C)C(C)(C)C)O)C)C)O